ClC=1C=C(C=CC1)C(C)(C)C(C(=O)N)C1N(CCCC1)C (2-(3-chlorophenyl)propan-2-yl)-2-(1-methylpiperidin-2-yl)acetamide